1-{4-[(2-{3-[(4-methanesulfonyl-2-methoxyphenyl)amino]prop-1-yn-1-yl}-1-(2,2,2-trifluoroethyl)-1H-indol-4-yl)amino]piperidin-1-yl}-3-methoxypropan-2-yl 2-methylpropanoate CC(C(=O)OC(CN1CCC(CC1)NC1=C2C=C(N(C2=CC=C1)CC(F)(F)F)C#CCNC1=C(C=C(C=C1)S(=O)(=O)C)OC)COC)C